C(C)ON(C(CC[C@@H](C)[C@H]1CC[C@H]2[C@@H]3CC=C4C[C@H](CC[C@@]4([C@H]3CC[C@]12C)C)O)=O)C (R)-N-ethoxy-4-((3S,8S,9S,10R,13R,14S,17R)-3-hydroxy-10,13-dimethyl-2,3,4,7,8,9,10,11,12,13,14,15,16,17-tetradecahydro-1H-cyclopenta[a]phenanthren-17-yl)-N-methylpentanamide